2-((4-(2-((4-chloro-2-fluorobenzofuran-7-yl)methoxy)-3-fluorophenyl)piperidin-1-yl)methyl)-1-((1-(cyanomethyl)cyclopropyl)methyl)-1H-benzo[d]imidazole-6-carboxylic acid methyl ester COC(=O)C=1C=CC2=C(N(C(=N2)CN2CCC(CC2)C2=C(C(=CC=C2)F)OCC2=CC=C(C=3C=C(OC32)F)Cl)CC3(CC3)CC#N)C1